7,8,9,10-tetrahydrobenzo[b]naphtho[2,1-d]furan C1=CC=CC=2C=CC=3C4=C(OC3C12)CCCC4